[1,4]Oxazine-2-carboxylic acid butyl ester C(CCC)OC(=O)C1OC=CN=C1